1-nitro-3-p-cyanophenyl-5-p-toluenesulfonyl-4,5-dihydro-2H-pyrrolo[3,4-c]quinoline [N+](=O)([O-])C=1NC(=C2CN(C=3C=CC=CC3C21)S(=O)(=O)C2=CC=C(C)C=C2)C2=CC=C(C=C2)C#N